C(#N)C1=CC(=C(C=C1)C1CC=CC=C1)OC 3-(4-cyano-2-methoxyphenyl)-2,3-dihydrobenzene